[Tc].COC=1C(=NC=C(C1)[N+](=O)[O-])C1=NC=CC=N1 2-(3-methoxy-5-nitropyridin-2-yl)pyrimidine technetium